CN1N=CC(=C1)C1N(CCNC1)C(=O)C1=C(C=C(C=C1)NC(=O)C1CC1)N1CCCC1 N-[4-[2-(1-methyl-pyrazol-4-yl)piperazine-1-carbonyl]-3-pyrrolidin-1-ylphenyl]cyclopropanecarboxamide